1-(5-methoxyindol-1-yl)ethan-1-one COC=1C=C2C=CN(C2=CC1)C(C)=O